O1COC2=CC=C3N=C(SC3=C12)NC(C(OC1=CC=C(C=C1)OC)C1=CC=C(C=C1)S(=O)(=O)CC)=O N-(1,3-Dioxa-8-thia-6-aza-as-indacen-7-yl)-2-(4-ethanesulfonyl-phenyl)-2-(4-methoxy-phenoxy)-acetamide